bis[4-(naphthalen-2-yl)phenyl]amine C1=C(C=CC2=CC=CC=C12)C1=CC=C(C=C1)NC1=CC=C(C=C1)C1=CC2=CC=CC=C2C=C1